O.OC1=C(C(=O)O)C(=CC(=C1)O)O 2,4,6-Trihydroxybenzoic acid monohydrate